NC([C@H](CCC(=O)OC(C)(C)C)N1C(C2=CC=CC(=C2C1)OCC1=CC(=C(C=C1)CN1CCOCC1)C(NCCOC)=O)=O)=O (S)-tert-butyl 5-amino-4-(4-((3-((2-methoxyethyl)carbamoyl)-4-(morpholinomethyl)benzyl)oxy)-1-oxo-isoindolin-2-yl)-5-oxopentanoate